C[Si](C1C(=CC2=C(C=CC=C12)Br)C)(C1C(=CC2=C(C=CC=C12)Br)C)C dimethylbis(2-methyl-4-bromoindenyl)silane